(Z)-1-(3-(2-(1-ethoxyethyl)-5-methylphenyl)-4-oxothiazolidin-2-ylidene)-3-(2-methyl-4-(3-(4-(trifluoromethoxy)phenyl)-1H-1,2,4-triazol-1-yl)phenyl)urea C(C)OC(C)C1=C(C=C(C=C1)C)N1/C(/SCC1=O)=N/C(=O)NC1=C(C=C(C=C1)N1N=C(N=C1)C1=CC=C(C=C1)OC(F)(F)F)C